8-(4,4-difluorocyclohexyl)-2,3-dimethyl-6-[(2R)-2-(1-methylpyrazol-4-yl)morpholin-4-yl]pyrido[3,4-d]pyrimidin-4-one FC1(CCC(CC1)C1=NC(=CC2=C1N=C(N(C2=O)C)C)N2C[C@H](OCC2)C=2C=NN(C2)C)F